FC(C1=NC(=NC=C1)N1CCN(CC1)C(=O)C1(CCCC1)NC1=CC=C(C#N)C=C1)(F)F 4-((1-(4-(4-(trifluoromethyl)pyrimidin-2-yl)piperazine-1-carbonyl)cyclopentyl)amino)benzonitrile